CC=1C=C2C(C=C(OC2=C(C1)[C@@H](C)NC1=C(C(=O)OC(C)(C)C)C=CC=C1)C1=CC=CC=C1)=O tert-butyl 2-[[(1R)-1-(6-methyl-4-oxo-2-phenyl-chromen-8-yl)ethyl]amino]benzoate